N1-methyl-N1,N3-di((9Z,12Z)-octadeca-9,12-dienyl)propane-1,3-diamine CN(CCCNCCCCCCCC\C=C/C\C=C/CCCCC)CCCCCCCC\C=C/C\C=C/CCCCC